C[C@@H](CC)NC(O[C@H]1C[C@H](CC1)C1=CC(=NN1)NC(=O)C1=CN=NN1C)=O (1R,3S)-3-(3-{[(1-methyl-1H-1,2,3-triazol-5-yl)carbonyl]amino}-1H-pyrazol-5-yl)cyclopentyl (2S)-butan-2-ylcarbamate